(2S,3S)-3-hydroxy-2-methylpyrrolidine-1-carboxylic acid benzyl ester C(C1=CC=CC=C1)OC(=O)N1[C@H]([C@H](CC1)O)C